decatrienol CCCCC=CC=CC=CO